ClC=1C=C(C=CC1F)NC(=O)[C@H]1NC(CC1)=O (S)-N-(3-chloro-4-fluorophenyl)-5-oxopyrrolidine-2-carboxamide